N1N=CC2=C1CN(C2)C=2C(=C(NC1CCC(CC1)C(=O)NC1=CC(=C(C=C1)C)OC)C=CC2)[N+](=O)[O-] 4-[3-(4,6-dihydro-1H-pyrrolo[3,4-c]pyrazol-5-yl)-2-nitro-anilino]-N-(3-methoxy-4-methyl-phenyl)cyclohexanecarboxamide